propane-1,3-diyl bis(decanoate) C(CCCCCCCCC)(=O)OCCCOC(CCCCCCCCC)=O